(1R,3S,5S)-8-[5-(5-fluoro-2-methoxypyridin-4-yl)-1H-pyrazole-3-carbonyl]-N-methyl-N-[(1r*,4r)-4-hydroxy-4-(trifluoromethyl)cyclohexyl]-8-azabicyclo[3.2.1]octane-3-carboxamide FC=1C(=CC(=NC1)OC)C1=CC(=NN1)C(=O)N1[C@H]2CC(C[C@@H]1CC2)C(=O)N(C2CCC(CC2)(C(F)(F)F)O)C